C(N)(=O)C1=CC=C(CN)C=C1 4-carbamoyl-benzylamine